C(C)(=O)NC1CC(OC2=C1C=C(C=C2)Cl)C(=O)NC21CC(C2)(C1)NC(COC1=CC(=C(C=C1)Cl)F)=O 4-acetylamino-6-chloro-N-{3-[2-(4-chloro-3-fluorophenoxy)acetylamino]bicyclo[1.1.1]pent-1-yl}-3,4-dihydro-2H-1-benzopyran-2-carboxamide